Ammonium succinate tert-Butyl-N-([7-bromo-1H-imidazo[4,5-c]quinolin-2-yl]methyl)-N-ethylcarbamate C(C)(C)(C)OC(N(CC)CC=1NC2=C(C=NC=3C=C(C=CC23)Br)N1)=O.C(CCC(=O)[O-])(=O)[O-].[NH4+].[NH4+]